CC=1C=C(C(=O)N/N=C(\C)/C2=NC=CC=C2)C=CC1C (E)-3,4-dimethyl-N'-(1-(pyridin-2-yl)ethylidene)benzohydrazide